C1(CC1)C1=NC(=CC(=C1)C(=O)N1CC2=CC=C(C=C2C1)C(=O)N1CC2=C(CC1)NN=N2)OCC2CCOCC2 [2-[2-cyclopropyl-6-(oxan-4-ylmethoxy)pyridine-4-carbonyl]-1,3-dihydroisoindol-5-yl]-(1,4,6,7-tetrahydrotriazolo[4,5-c]pyridin-5-yl)methanone